C(#N)C=1C=NN2C1C(=CC(=C2)C=2C=NN(C2)C)C=2C=CC(=NC2)N2C[C@@H]1C([C@@H]1C2)NC(OC(C)(C)C)=O tert-butyl ((1R,5S,6s)-3-(5-(3-cyano-6-(1-methyl-1H-pyrazol-4-yl)pyrazolo[1,5-a]pyridin-4-yl)pyridin-2-yl)-3-azabicyclo[3.1.0]hexan-6-yl)carbamate